ClC1=C(C(=CC=C1Cl)O)[C@@H]1CC(N(C1)C1=CN=C(S1)C)=O (S)-4-(2,3-dichloro-6-hydroxyphenyl)-1-(2-methylthiazol-5-yl)pyrrolidin-2-one